N1C=CCCC=C1 4,5-dihydro-1H-azepine